FC1(CN(CC2=CC=C(C=C12)CN1N=C(C(=C1)C(=O)NCC1=C(C(=CC=C1N1N=NC(=C1)C)OC)F)COC)C)F 1-[(4,4-difluoro-2-methyl-1,3-dihydroisoquinolin-6-yl)methyl]-N-{[2-fluoro-3-methoxy-6-(4-methyl-1,2,3-triazol-1-yl)phenyl]methyl}-3-(methoxymethyl)pyrazole-4-carboxamide